tert-butyl 2-(4-((1-cyclopropyl-1H-pyrazol-4-yl) methyl)-2-(2-isopropylphenyl)-6-oxopiperazin-1-yl)-7-azaspiro[3.5]nonane-7-carboxylate C1(CC1)N1N=CC(=C1)CN1CC(N(C(C1)=O)C1CC2(C1)CCN(CC2)C(=O)OC(C)(C)C)C2=C(C=CC=C2)C(C)C